C(C)(=O)NC1CCC(CC1)NC(=O)C1=C(C=2N(N=C1)C=C(C2)C=2C(=NC=CC2C)F)NC(C)C N-((1r,4r)-4-acetamidocyclohexyl)-6-(2-fluoro-4-methylpyridin-3-yl)-4-(isopropylamino)pyrrolo[1,2-b]pyridazine-3-carboxamide